OC(C#CC1=CC2=C(OC[C@@H](C(N2C)=O)NC(C2=CC=CC=C2)(C2=CC=CC=C2)C2=CC=CC=C2)C=C1)(C)C (S)-7-(3-Hydroxy-3-methylbut-1-yn-1-yl)-5-methyl-3-(tritylamino)-2,3-dihydroBenzo[b][1,4]oxazepine-4(5H)-one